ClC1=CC=C(OC2=CC(=C(C=C2)C(C)=O)C(F)(F)F)C=C1 1-(4-(4-chlorophenoxy)-2-(trifluoromethyl)phenyl)ethan-1-one